hexacosenol CCCCCCCCCCCCCCCCCCCCCCCCC=CO